tert-Butyl 4-(Pyrazin-2-yl)piperazine-1-carboxylate N1=C(C=NC=C1)N1CCN(CC1)C(=O)OC(C)(C)C